Cyclopropyl-[(5S,7S)-7-chloro-5-phenyl-6,7-dihydro-5H-pyrrolo[1,2-b][1,2,4]triazol-2-yl]methanone C1(CC1)C(=O)C=1N=C2N(N1)[C@@H](C[C@@H]2Cl)C2=CC=CC=C2